Pyrazinethiol N1=C(C=NC=C1)S